BrC=1C(=CC(=NC1)CN1CCC(CC1)C(=O)OC)C methyl 1-((5-bromo-4-methylpyridin-2-yl)methyl)piperidine-4-carboxylate